1-(Thiazol-4-yl)-N-((5-(trifluoromethyl)pyridin-2-yl)methyl)ethan-1-amine S1C=NC(=C1)C(C)NCC1=NC=C(C=C1)C(F)(F)F